ClC1=CC=C(C=C1)C(C(=O)N[C@@H](C(C)C)C(=O)N[C@H](CCC(=O)OC)C(=O)OC)(C)C Dimethyl (2-(4-chlorophenyl)-2-methylpropanoyl)-L-valyl-D-glutamate